C(CCCCCCCCCCC)(=O)[O-].[Sn+2].CO[Si](C1=CC=C(C=C1)CC)(OC)OC.C(CCCCCCCCCCC)(=O)[O-] 4-trimethoxysilyl-phenylethane tin(II) laurate